(2S,4R)-4-fluoro-N-[(S)-[3-fluoro-4-(propan-2-yl)phenyl](phenyl)methyl]-1-[(1H-1,2,3-triazol-5-yl)methanesulfonyl]pyrrolidine-2-carboxamide F[C@@H]1C[C@H](N(C1)S(=O)(=O)CC1=CN=NN1)C(=O)N[C@@H](C1=CC=CC=C1)C1=CC(=C(C=C1)C(C)C)F